ClC1=CC=C2C(=CC=NC2=C1)NC(CCCNCC)C 4-N-(7-chloroquinolin-4-yl)-1-N-ethylpentane-1,4-diamine